FC1=C(C=CC(=C1)N1C[C@@](CCC1)(CCC1=CC(=CC=C1)C(F)(F)F)N(CC1CN(C1)C)C)S(=O)(=O)NC1=NC=NC=C1 (S)-2-fluoro-4-(3-(methyl((1-methylazetidin-3-yl)methyl)amino)-3-(3-(trifluoromethyl)-phenethyl)piperidin-1-yl)-N-(pyrimidin-4-yl)benzenesulfonamide